7-bromo-2-(4-methylpiperazin-1-yl)quinoxaline BrC1=CC=C2N=CC(=NC2=C1)N1CCN(CC1)C